tert-butyl (3R)-3-(((3-chloro-6-methoxypyridin-2-yl) oxy) methyl)-2-azabicyclo[3.1.0]hexane-2-carboxylate ClC=1C(=NC(=CC1)OC)OC[C@@H]1N(C2CC2C1)C(=O)OC(C)(C)C